C(C)(C)(C)OC(=O)N[C@H](C(CCOC1=NC=CC(=C1)N(C(OC(C)(C)C)=O)C1=CC(=NN1C(C)(C)C)[C@@H]1C[C@@H](CC1)O[Si](C)(C)C(C)(C)C)(F)F)C tert-butyl (2-(((S)-4-((tert-butoxycarbonyl)amino)-3,3-difluoropentyl)oxy)pyridin-4-yl)(1-(tert-butyl)-3-((1S,3R)-3-((tert-butyldimethylsilyl)oxy)cyclopentyl)-1H-pyrazol-5-yl)carbamate